FC1=CC=C2C(=CNC2=C1)S(=O)(=O)C=1C=C(N)C=CC1 3-((6-fluoro-1H-indol-3-yl)sulfonyl)aniline